O1[C@H](C1)CO (S)-oxiran-2-ylcarbinol